BrCC(=O)C1=C(C=CC=C1)OC(C)C 2-bromo-1-(2-isopropoxyphenyl)ethan-1-one